5,7-difluoro-3,4-dihydro-2H-chromen-4-ol FC1=C2C(CCOC2=CC(=C1)F)O